FC=1C(=C(C=CC1F)[C@H]1[C@@H](OC([C@H]1OC)(C)C)C(=O)OC)OC |r| methyl rac-(2R,3R,4S)-3-(3,4-difluoro-2-methoxyphenyl)-4-methoxy-5,5-dimethyltetrahydrofuran-2-carboxylate